PHENYLGLYOXAL C1(=CC=CC=C1)C(=O)C=O